C1(=CC=C(C=C1)NC(CC1CCC(CC1)C1=CC=CC=C1)=O)C1=CC=CC=C1 N-([1,1-Biphenyl]-4-yl)-2-(4-phenylcyclohexyl)acetamide